(S)-2-cyclohexyl-7-(4-fluorobenzyl)-2,3-dihydro-1H-pyrido[2,3-b][1,4]oxazine C1(CCCCC1)[C@@H]1NC2=C(OC1)N=CC(=C2)CC2=CC=C(C=C2)F